tetrahydro-6-oxa-2,10a-diazacycloocta[cd]indene-4-carboxamide C1NC2CC(=CC3=C2N1C=CC=CO3)C(=O)N